BrC=1C(=C(C(=CC1)F)C1=CC(=CC(=C1)F)F)OC 3-bromo-3',5',6-trifluoro-2-methoxy-1,1'-biphenyl